N-[2-(4-methylphenyl)ethyl]-2-[1-[(4-methylphenyl)methyl]-5-oxopyrrolidin-2-yl]acetamid CC1=CC=C(C=C1)CCNC(CC1N(C(CC1)=O)CC1=CC=C(C=C1)C)=O